N-((4R,5S)-7-ethyl-4-(4-fluorophenyl)-3-(hydroxymethyl)-6-oxo-1-phenyl-4,5,6,7-tetrahydro-1H-pyrazolo[3,4-b]pyridin-5-yl)-4-(trifluoromethyl)pyrimidine-2-carboxamide C(C)N1C2=C([C@H]([C@@H](C1=O)NC(=O)C1=NC=CC(=N1)C(F)(F)F)C1=CC=C(C=C1)F)C(=NN2C2=CC=CC=C2)CO